ClC1=NC=C(C(=O)[O-])C=C1 6-chloronicotinate